5-{10-(naphthalen-2-yl)anthracen-9-yl}-2-{3-(pyridin-3-yl)phenyl}-2H-benzotriazole C1=C(C=CC2=CC=CC=C12)C1=C2C=CC=CC2=C(C2=CC=CC=C12)C1=CC=2C(=NN(N2)C2=CC(=CC=C2)C=2C=NC=CC2)C=C1